5-(2-amino-[1,2,4]triazolo[1,5-a]pyridin-7-yl)-N-(2-(cyclopentyloxy)benzyl)nicotinamide NC1=NN2C(C=C(C=C2)C=2C=NC=C(C(=O)NCC3=C(C=CC=C3)OC3CCCC3)C2)=N1